ClC1=NC=NC=2NC(CN(C12)CC#N)=O 2-(4-chloro-7-oxo-7,8-dihydropteridin-5(6H)-yl)acetonitrile